2-(2-fluoro-4-(3-(1-(5-propylpyrimidin-2-yl)piperidin-4-yl)propoxy)phenyl)-1-(4-((2S,3R,4R,5R)-2,3,4,5,6-pentahydroxyhexyl)piperazin-1-yl)ethan-1-one FC1=C(C=CC(=C1)OCCCC1CCN(CC1)C1=NC=C(C=N1)CCC)CC(=O)N1CCN(CC1)C[C@@H]([C@H]([C@@H]([C@@H](CO)O)O)O)O